CSC1=NC=C(C=N1)C(NCCOCCOCCOCCOCCOCCOCCOCCOCCOCC(=O)O)=O 1-(2-(Methylthio)pyrimidin-5-yl)-1-oxo-5,8,11,14,17,20,23,26,29-nonaoxa-2-azahentriacontan-31-oic acid